(9H-fluoren-9-yl)methyl[(2R,3S)-1-((5-cyclopropyl-6-(2-(ethoxymethoxy)-4-ethynylphenyl)pyridazin-3-yl)amino)-3-hydroxy-1-oxobutan-2-yl]carbamate C1=CC=CC=2C3=CC=CC=C3C(C12)OC(N([C@@H](C(=O)NC=1N=NC(=C(C1)C1CC1)C1=C(C=C(C=C1)C#C)OCOCC)[C@H](C)O)C)=O